C(C(=O)O)(=O)O.O1N=C(C2=C1C=CC=C2)C2CCN(CC2)CCN2C(C=1N(C=C2)N=C(C1C)C)=O 5-[2-(4-benzo[d]isoxazol-3-yl-piperidin-1-yl)-ethyl]-2,3-dimethyl-5H-pyrazolo[1,5-a]pyrazin-4-one oxalate